(acetoxyethyl)heptamethyl-cyclotetrasiloxane C(C)(=O)OCC[Si]1(O[Si](O[Si](O[Si](O1)(C)C)(C)C)(C)C)C